C(C)(C)(C)P(C1(C(C1)(C1=CC=CC=C1)C1=CC=CC=C1)C)C(C)(C)C di-tert-butyl-(1-methyl-2,2-diphenylcyclopropyl)-phosphine